N-phenyl-7-methyl-4-((4-methoxyphenyl)ethynyl)-7H-pyrrolo[2,3-d]pyrimidine-6-carboxamide C1(=CC=CC=C1)NC(=O)C1=CC2=C(N=CN=C2C#CC2=CC=C(C=C2)OC)N1C